(S,E)-ethyl 7-(1-(2-(2-adamantylamino)-2-oxoethyl)-2-oxo-1,2-dihydropyridin-3-ylamino)-6-(3-methylbenzofuran-2-carboxamido)-7-oxohept-2-enoate C12C(C3CC(CC(C1)C3)C2)NC(CN2C(C(=CC=C2)NC([C@H](CC/C=C/C(=O)OCC)NC(=O)C=2OC3=C(C2C)C=CC=C3)=O)=O)=O